4-bromo-3-nitro-1,2-phenylenediamine BrC1=C(C(=C(C=C1)N)N)[N+](=O)[O-]